ClC=1C=CC=2C3=C(NC(C2C1)=O)COC[C@@H]3N(C(=O)NC3=CC(=C(C=C3)F)C#N)C (R)-1-(8-chloro-6-oxo-1,4,5,6-tetrahydro-2H-pyrano[3,4-c]isoquinolin-1-yl)-3-(3-cyano-4-fluorophenyl)-1-methylurea